NC1CC2=C(OC1)C(=C(S2)C(=O)O)I 6-amino-3-iodo-6,7-dihydro-5H-thieno[3,2-b]pyran-2-carboxylic acid